BrC=1C(=CC2=C(N(C(C(O2)C2=C(C=CC=C2F)Cl)=O)C(C)C)C1)F 6-bromo-2-(2-chloro-6-fluoro-phenyl)-7-fluoro-4-isopropyl-1,4-benzoxazin-3-one